1-methyl-1H-pyrazole-5-carboxylic acid tert-butyl ester C(C)(C)(C)OC(=O)C1=CC=NN1C